[Cl-].C(CCCCCCCCCCCCC)(=O)OC(C[N+](C)(C)C)COC(CCCCCCCCCCCCC)=O 2,3-di(tetradecanoyloxy)propyltrimethylammonium chloride